(1S,3S)-3-((6-(5-(((4-benzyl-pyrimidin-2-yl)amino)methyl)-1-methyl-1H-1,2,3-triazol-4-yl)-2-methylpyridin-3-yl)oxy)cyclohexanecarboxylic acid C(C1=CC=CC=C1)C1=NC(=NC=C1)NCC1=C(N=NN1C)C1=CC=C(C(=N1)C)O[C@@H]1C[C@H](CCC1)C(=O)O